(S)-(1-(5,6,7-trichloro-2-(methylthio)pyrido[2,3-d]pyrimidin-4-yl)piperidin-2-yl)methanol ClC1=C(C(=NC=2N=C(N=C(C21)N2[C@@H](CCCC2)CO)SC)Cl)Cl